CC=1N=CC(=NC1)COCC1=NOCC1 3-(((5-methylpyrazin-2-yl)methoxy)methyl)-4,5-dihydroisoxazole